N-(1-(7-(benzyloxy)-2,3-dihydrobenzofuran-5-yl)-3-methylbut-2-yl)carboxamide C(C1=CC=CC=C1)OC1=CC(=CC=2CCOC21)CC(C(C)C)NC=O